5-(4-(1-(2-oxa-6-azaspiro[3.3]hept-6-yl)ethyl)-2-chlorophenyl)-2-amino-N-(4-hydroxycyclohexyl)nicotinamide C1OCC12CN(C2)C(C)C2=CC(=C(C=C2)C=2C=NC(=C(C(=O)NC1CCC(CC1)O)C2)N)Cl